S1C=NC2=C1C=CC=C2 benzo[1,2-d]thiazole